CC1=C(C=CC(=C1)N)N(CCN1CCCC1)C 2-methyl-N1-methyl-N1-(2-Pyrrolidin-1-yl-ethyl)-benzene-1,4-diamine